N1N=CC=2C1=NC=C(C2)CN2CCOC1=C(C2)C=C(C=C1Cl)N1C=CC2=CC(=CC=C12)F 4-((1H-pyrazolo[3,4-b]pyridin-5-yl)methyl)-9-chloro-7-(5-fluoro-1H-indol-1-yl)-2,3,4,5-tetrahydrobenzo[f][1,4]oxazepine